2,3-dibromo-5-(3,3-difluoropyrrolidin-1-yl)-6-methylpyridine BrC1=NC(=C(C=C1Br)N1CC(CC1)(F)F)C